C1(CC1)C=1N=NN(C1)[C@H](C(=O)N1[C@@H](C[C@H](C1)O)C(=O)NCC1CN(CCO1)C=1SC=NN1)C(C)(C)C (2S,4R)-1-[(2S)-2-(4-cyclopropyltriazol-1-yl)-3,3-dimethyl-butanoyl]-4-hydroxy-N-[[4-(1,3,4-thiadiazol-2-yl)morpholin-2-yl]methyl]pyrrolidine-2-carboxamide